2-ethyl-4-ethynyl-3,5,6-trifluorobenzyl (1R)-cis-3-[(Z)-(2-methoxycarbonyl-1-ethenyl)]-2,2-dimethylcyclopropanecarboxylate COC(=O)\C=C/[C@@H]1C([C@@H]1C(=O)OCC1=C(C(=C(C(=C1F)F)C#C)F)CC)(C)C